N-((2-(4-(1-(benzo[d]thiazol-5-yl)ethyl)piperazin-1-yl)pyrimidin-5-yl)(oxo)(propyl)-λ6-sulfanylidene)-2,2,2-trifluoroacetamide S1C=NC2=C1C=CC(=C2)C(C)N2CCN(CC2)C2=NC=C(C=N2)S(=NC(C(F)(F)F)=O)(CCC)=O